(5-diphenylphosphino-9,9-dimethyl-xanthen-4-yl)diphenylphosphine C1(=CC=CC=C1)P(C1=C2OC=3C(=CC=CC3C(C2=CC=C1)(C)C)P(C1=CC=CC=C1)C1=CC=CC=C1)C1=CC=CC=C1